Cl.N[C@H](CO)CCOC(F)(F)F (2S)-2-Amino-4-(trifluoromethoxy)butan-1-ol hydrochloride